1-(4-Bromophenyl)ethan-1-on BrC1=CC=C(C=C1)C(C)=O